2,5-dimethyl-2-cumylperoxy-5-hydroperoxyhexane CC(C)(CCC(C)(OO)C)OOC(C)(C)C1=CC=CC=C1